C1(CC1)NC1=NC=C(C(=N1)NC1=CC2=C(OCCO2)C=C1)C(F)(F)F N2-cyclopropyl-N4-(2,3-dihydrobenzo[b][1,4]dioxin-6-yl)-5-(trifluoromethyl)pyrimidine-2,4-diamine